OC=1C=C(C(=O)[O-])C=C(C1O)O.[Na+] sodium 3,4,5-trihydroxybenzoate